rac-8-(1-hydroxyethyl)-3,6-dimethylquinazoline-2,4(1H,3H)-dione O[C@H](C)C=1C=C(C=C2C(N(C(NC12)=O)C)=O)C |r|